N-((1r,3r)-3-Aminocyclobutyl)-1-(5-chloro-2-methoxyphenyl)-6-(pyrazolo[1,5-a]pyrimidin-3-yl)-1H-pyrazolo[4,3-c]pyridine-3-carboxamide NC1CC(C1)NC(=O)C1=NN(C2=C1C=NC(=C2)C=2C=NN1C2N=CC=C1)C1=C(C=CC(=C1)Cl)OC